ClC1=CC=C(C=C1)NC1=CC(=NC(=N1)N1CCOCC1)CNC(=O)C=1N=NC=CC1 N-((6-((4-chlorophenyl)amino)-2-morpholinopyrimidin-4-yl)methyl)pyridazine-3-carboxamide